The molecule is an L-alpha-amino-acid anion that is the conjugate base of L-2,4-diaminobutyric acid, arising from deprotonation of the carboxy group. It derives from a butyrate. It is a conjugate base of a L-2,4-diaminobutyric acid. C(CN)[C@@H](C(=O)[O-])N